sulfanediyldiethane-2,1-diyl-bis[3-(3,5-di-tert-butyl-4-hydroxyphenyl) propionate] S(CCC(C(=O)[O-])CC1=CC(=C(C(=C1)C(C)(C)C)O)C(C)(C)C)CCC(C(=O)[O-])CC1=CC(=C(C(=C1)C(C)(C)C)O)C(C)(C)C